2-Chloro-N-(2-{4-[(2-cyanopyridin-4-yl)oxy]piperidin-1-yl}-2-[4-(difluoromethyl)-1,3-thiazol-5-yl]ethyl)-6-fluorobenzamide ClC1=C(C(=O)NCC(C2=C(N=CS2)C(F)F)N2CCC(CC2)OC2=CC(=NC=C2)C#N)C(=CC=C1)F